Ethyl 4-amino-8-(4-methoxy-3-pyridyl)-2-oxo-1H-quinoline-3-carboxylate NC1=C(C(NC2=C(C=CC=C12)C=1C=NC=CC1OC)=O)C(=O)OCC